3,3'-bis(9-carbazolyl)-biphenyl C1=CC=CC=2C3=CC=CC=C3N(C12)C=1C=C(C=CC1)C1=CC(=CC=C1)N1C2=CC=CC=C2C=2C=CC=CC12